[Si]([O-])([O-])([O-])[O-].[Li+].[Li+].[Li+].[Li+] Tetralithium silicate